F[C@@H]1C[C@@]2(CCCN2C1)COC1=NC2=C(C(=CC=C2C(=N1)N1CC(CCC1)C#N)C1=CC(=CC2=CC=C(C(=C12)C#C)F)O)F 1-(2-{[(2R,7aS)-2-fluoro-hexahydro-1H-pyrrolizin-7a-yl]methoxy}-7-(8-ethynyl-7-fluoro-3-hydroxynaphthalen-1-yl)-8-fluoroquinazolin-4-yl)piperidine-3-carbonitrile